C(C)(C)(C)OC(=O)NS(=O)(=O)N1CCN(CCC1)C1=NC=NC2=CC(=C(C=C12)OC)C(=O)OC methyl 4-(4-(N-(t-butoxycarbonyl) sulfamoyl)-1,4-diazepan-1-yl)-6-methoxyquinazoline-7-carboxylate